(+/-)-5-isopropoxy-2-((cis-3-methylpiperidin-4-yl)oxy)pyridine C(C)(C)OC=1C=CC(=NC1)O[C@@H]1[C@@H](CNCC1)C |r|